2,3-dibromo-1,2-butylene glycol BrC(CO)(C(C)Br)O